4-(azetidin-3-yl)-2-chloropyridine N1CC(C1)C1=CC(=NC=C1)Cl